ClC1=CC(=CC2=C1NC=N2)C(F)(F)F 7-chloro-5-(trifluoromethyl)-1H-benzo[d]imidazole